2-methyl-1λ6,2,5-thiadiazolidine-1,1-dione CN1S(NCC1)(=O)=O